ClC1=C(C(=CC(=C1)C1=NN=C2N1CCN(C2)C(C=C)=O)F)C2=C(C(=CC(=C2O)Cl)Cl)F 1-(3-(2,3',5'-trichloro-2',6-difluoro-6'-hydroxy-[1,1'-biphenyl]-4-yl)-5,6-dihydro-[1,2,4]triazolo[4,3-a]pyrazin-7(8H)-yl)prop-2-en-1-one